COC1=NC=CC(=C1)C=1C(=NC(=CC1)OC)N 2',6-dimethoxy-[3,4'-bipyridine]-2-amine